O1C(=NC2=C1C=CC=C2)C(C(=O)OC)(C)C methyl 2-(benzo[d]oxazol-2-yl)-2-methylpropanoate